N-(6-bromo-2-methoxy-3-pyridinyl)-5-methyl-3-(2-pyridinyl)isoxazole-4-carboxamide BrC1=CC=C(C(=N1)OC)NC(=O)C=1C(=NOC1C)C1=NC=CC=C1